FC(C(O)C=1C=C(C(=O)OC)C=CN1)(F)F methyl 2-(2,2,2-trifluoro-1-hydroxyethyl)isonicotinate